1-[4,6-bis(trifluoromethyl)pyrimidin-2-yl]-N-(4-fluorophenyl)-N-methylpyrrolidine-2-carboxamide FC(C1=NC(=NC(=C1)C(F)(F)F)N1C(CCC1)C(=O)N(C)C1=CC=C(C=C1)F)(F)F